6,7-Dimethoxy-2-(1-(oxetan-3-yl)-1,2,3,4-tetrahydroquinolin-7-yl)-4-(piperidine-1-carbonyl)isoquinolin-1(2H)-one COC=1C=C2C(=CN(C(C2=CC1OC)=O)C1=CC=C2CCCN(C2=C1)C1COC1)C(=O)N1CCCCC1